ethyl (6-(benzyloxy)pyrazolo[5,1-a]isoquinoline-5-carbonyl)glycinate C(C1=CC=CC=C1)OC1=C(N2C(C3=CC=CC=C13)=CC=N2)C(=O)NCC(=O)OCC